N-ethyl-3-fluoro-N-[3-[1H-imidazol-5-ylmethyl(methyl)amino]phenyl]benzamide C(C)N(C(C1=CC(=CC=C1)F)=O)C1=CC(=CC=C1)N(C)CC1=CN=CN1